(S)-2-amino-4-(pyridin-4-yl)butanoic acid N[C@H](C(=O)O)CCC1=CC=NC=C1